methyl-4-[4-(4,4,5,5-tetramethyl-1,3,2-dioxaborolan-2-yl)phenyl]pyrazole CC1=NNC=C1C1=CC=C(C=C1)B1OC(C(O1)(C)C)(C)C